(3aR,5r,6aS)-5-(5-cyclopropyl-1,2,4-oxadiazol-3-yl)octahydrocyclopenta[c]pyrrole C1(CC1)C1=NC(=NO1)C1C[C@@H]2[C@@H](CNC2)C1